(1aR,5aR)-2-(Tetrahydro-pyran-4-ylmethyl)-1a,2,5,5a-tetrahydro-1H-2,3-diaza-cyclopropa[a]pentalene-4-carboxylic acid (1-phenyl-cyclopropyl)-amide C1(=CC=CC=C1)C1(CC1)NC(=O)C=1C=2C[C@@H]3[C@H](C2N(N1)CC1CCOCC1)C3